N-[[(3R,4R)-1-[4-[(5-cyclopropyl-1H-pyrazol-3-yl)amino]pyrimidin-2-yl]-4-fluoro-pyrrolidin-3-yl]methyl]carbamic acid tert-butyl ester C(C)(C)(C)OC(NC[C@@H]1CN(C[C@@H]1F)C1=NC=CC(=N1)NC1=NNC(=C1)C1CC1)=O